ClCCCC1=CC=C(C(=O)OC)C=C1 methyl 4-(3-chloropropyl)benzoate